CN1N=C(C(=C1)C1=CC(=C2C(=N1)C(=NN2C(C)C)C)NCC=2C=NN(C2)C)C 5-(1,3-dimethylpyrazol-4-yl)-1-isopropyl-3-methyl-N-[(1-methylpyrazol-4-yl)methyl]pyrazolo[4,3-b]pyridin-7-amine